2-(3-chlorophenyl)-N-methyl-N-toluenesulfonylacetamide ClC=1C=C(C=CC1)CC(=O)N(S(=O)(=O)CC1=CC=CC=C1)C